OCCSSCCNC(OC(C)(C)C)=O tert-butyl (2-((2-hydroxyethyl)disulfanyl)ethyl)carbamate